cyclohexanecarboxylic acid, methyl ester C1(CCCCC1)C(=O)OC